(1-naphthyl)-phenyl phenyl carbonate C(OC1=C(C=CC=C1)C1=CC=CC2=CC=CC=C12)(OC1=CC=CC=C1)=O